CC1CN(CCN1)C1=C2C=NNC2=CC=C1 4-(3-methylpiperazin-1-yl)-1H-indazol